ClC1=CC(=C(C=C1)C1=NN2C(=NC=3C=CC=CC3C2=N1)N[C@H]1C(NCC1)=O)OC(F)F (3R)-3-({2-[4-chloro-2-(difluoromethoxy)phenyl][1,2,4]triazolo[1,5-c]quinazolin-5-yl}amino)pyrrolidin-2-one